methyl-1H-pyrazol CN1N=CC=C1